benzyl ((2-methyl-2H-tetrazol-5-yl)methyl)carbamate CN1N=C(N=N1)CNC(OCC1=CC=CC=C1)=O